[N+3].P([O-])(=O)(OP(=O)([O-])[O-])OC[C@@H]1[C@H]([C@H]([C@@H](O1)N1C(=O)NC(=O)C=C1)O)O uridine diphosphate nitrogen